C(C)S(=O)(=O)NC1=CC(=C(OC2=CC=C(C=C2)CCN2CCN(CC2)CC2CCN(CC2)C(=O)OC(C)(C)C)C=C1)C=1C2=C(C(N(C1)C)=O)N(C=C2)S(=O)(=O)C2=CC=C(C=C2)C tert-butyl 4-[[4-[2-[4-[4-(ethylsulfonylamino)-2-[6-methyl-7-oxo-1-(p-tolylsulfonyl)pyrrolo[2,3-c]pyridin-4-yl]phenoxy]phenyl]ethyl]piperazin-1-yl]methyl]piperidine-1-carboxylate